3-fluoro-4-[[5-(2-fluoro-4-isopropyl-anilino)-4-methyl-3-pyridyl]methyl]-N-(methylsulfamoyl)pyridin-2-amine FC=1C(=NC=CC1CC=1C=NC=C(C1C)NC1=C(C=C(C=C1)C(C)C)F)NS(NC)(=O)=O